N[C@H](C(=O)O)CCC (S)-2-aminopentanoic acid